NCCC(=O)N1CC2=CC=C(C=C2CC1)NC1=NC=C(C(=N1)NC1=C(C(=O)NC)C=CC=C1)Br 2-{2-[2-(3-Amino-propionyl)-1,2,3,4-tetrahydro-isoquinolin-6-ylamino]-5-bromo-pyrimidin-4-ylamino}-N-methyl-benzamide